S1C=NC=2C1=CC=CC2C(=O)OCC ethyl 1,3-benzothiazole-4-carboxylate